N1(CCCC1)C1COCC2NCCN(C21)C(CC2=CC(=C(C=C2)Cl)Cl)=O 1-[8-pyrrolidin-1-yl-2,3,4,4a,5,7,8,8a-octahydropyrano(3,4-b)pyrazin-1-yl]-2-(3,4-dichlorophenyl)ethanone